COC(=O)C=1C=C2C=3N(CCNC3C1)C(=N2)C=2N(C1=CC=CC=C1C2)CC2CC2 2-(1-(cyclopropylmethyl)-1H-indol-2-yl)-5,6-dihydro-4H-imidazo[1,5,4-de]Quinoxaline-8-carboxylic acid methyl ester